ClCC1=C(C(=NC=C1)N)F 4-(chloromethyl)-3-fluoropyridin-2-amine